CNC1=NN2C(S1)=NC=C2 N-methylimidazo[2,1-b][1,3,4]Thiadiazol-2-amine